methyl (1R,3S)-1-((2-bromo-5-fluoropyridin-4-yl)methyl)-3-(methylsulfonamido)cyclopentane-1-carboxylate BrC1=NC=C(C(=C1)C[C@]1(C[C@H](CC1)NS(=O)(=O)C)C(=O)OC)F